FC1=C(C=CC(=C1)F)N1N=C(C2=CC=CC=C2C1=O)C=1C=C(C=CC1)CCS(=O)(=O)N (3-(3-(2,4-difluorophenyl)-4-oxo-3,4-dihydro-phthalazin-1-yl)phenyl)ethyl-sulfonamide